C(C)=C1CC2C3C(OC4=C3C=CC=C4OC)C1C2 3-ethylidene-6-methoxy-1,2,3,4,4a,9b-hexahydro-1,4-methanodibenzo[b,d]furan